N=1C=NN2C1C=C(C=C2)OC2=CC(=C(C=C2Br)NC2=NC=NC1=CC(=C(C=C21)NC(/C(=C\[C@@H]2N(CCC2)C)/F)=O)OC)OC (R,E)-N-(4-((4-([1,2,4]triazolo[1,5-a]pyridin-7-yloxy)-5-bromo-2-methoxyphenyl)amino)-7-methoxyquinazolin-6-yl)-2-fluoro-3-(1-methylpyrrolidin-2-yl)acrylamide